1-(Azetidin-1-yl)-2-[6-[3-(difluoromethyl)-4-fluoro-phenyl]pyrazolo[3,4-b]pyrazin-1-yl]ethanone N1(CCC1)C(CN1N=CC=2C1=NC(=CN2)C2=CC(=C(C=C2)F)C(F)F)=O